8-((2S,5R)-4-((5-methoxypyridin-2-yl)amino)-2,5-dimethylpiperidin-1-yl)-5-methyl-6-oxo-5,6-dihydro-1,5-naphthyridine-2-carbonitrile COC=1C=CC(=NC1)NC1C[C@@H](N(C[C@H]1C)C1=CC(N(C=2C=CC(=NC12)C#N)C)=O)C